4-methylpiperazine-1-carboxylic acid [(2s,3s,4E,6r,7s,10r)-2-[(E)-1-[3-(tert-butylsulfamoyl) phenyl] prop-1-en-2-yl]-10-hydroxy-3,7-dimethyl-12-oxo-1-oxododec-4-en-6-yl] ester C(C)(C)(C)NS(=O)(=O)C=1C=C(C=CC1)\C=C(/C)\[C@@H](C=O)[C@H](\C=C\[C@@H]([C@H](CC[C@H](CC=O)O)C)OC(=O)N1CCN(CC1)C)C